FC=1C(=C2C(=NC1)NC(=N2)C2CC(C2)OC)C2CCN(CC2)C=O [4-[6-fluoro-2-(3-methoxycyclobutyl)-3H-imidazo[4,5-b]pyridin-7-yl]-1-piperidyl]methanone